OC=1C(C(=CN2N3C4(C=C[C@@H](N(C(C21)=O)C3)C)CCC4)C(=O)NCC4=C(C=C(C=C4F)F)F)=O (1'S,5'S)-8'-hydroxy-5'-methyl-7',9'-dioxo-N-(2,4,6-trifluorobenzyl)-7',9'-dihydro-5'H-spiro[cyclobutane-1,2'-[1,6]methanopyrido[1,2-b][1,2,5]triazonine]-10'-carboxamid